cis-1-oxooctahydro-5H-pyrrolo[3,4-c]pyridine-5-carboxylate O=C1NC[C@H]2CN(CC[C@H]21)C(=O)[O-]